perfluorooctanic acid FC(C(=O)O)(C(C(C(C(C(C(F)(F)F)(F)F)(F)F)(F)F)(F)F)(F)F)F